Tert-butyl (S)-(2-(3,5-difluorophenyl)-1-(3-(6-methoxypyridin-3-yl)-4-oxo-3,4-dihydropyrido[2,3-d]pyrimidin-2-yl)ethyl)carbamate FC=1C=C(C=C(C1)F)C[C@@H](C=1N(C(C2=C(N1)N=CC=C2)=O)C=2C=NC(=CC2)OC)NC(OC(C)(C)C)=O